1,1-diphenyl-propenol C1(=CC=CC=C1)C(C=C)(O)C1=CC=CC=C1